NC=1C=C(C=CC1N(C)C)NC1=NC=2N(C(=N1)C1=CN(C3=CC=CC=C13)C)N=CC2 2-(3-amino-4-dimethylaminophenylamino)-4-(1-methylindol-3-yl)pyrazolo[1,5-a][1,3,5]Triazine